C(C)(C)(C)OC(=O)N1CCN(CC1)C1=NC=C(C=C1)CCCCN=[N+]=[N-] 4-(5-(4-azidobutyl)pyridin-2-yl)piperazine-1-carboxylic acid tert-butyl ester